N,N'-diphenyl-4-(trifluoromethyl)benzoyl-hydrazine C1(=CC=CC=C1)N(NC1=CC=CC=C1)C(C1=CC=C(C=C1)C(F)(F)F)=O